copper-tungsten boron [B].[W].[Cu]